N-(3-chloro-5-(methylsulfonamido)phenyl)-1-(5-morpholinopyridin-2-yl)-5-(trifluoromethyl)-1H-pyrrole-3-carboxamide ClC=1C=C(C=C(C1)NS(=O)(=O)C)NC(=O)C1=CN(C(=C1)C(F)(F)F)C1=NC=C(C=C1)N1CCOCC1